(5-amino-7-methoxyimidazo[1,2-c]quinazolin-2-yl)(4-methylazepan-1-yl)methanone NC1=NC=2C(=CC=CC2C=2N1C=C(N2)C(=O)N2CCC(CCC2)C)OC